O1C(=O)C=CC2=CC=CC=C12 COUMARINE